C1(CC1)C=1N=CC2=C3C(=CC(=C2C1)S(NCC(C)C)(=O)=O)[C@@H](C[C@H]3NS(=O)(=O)CC(C)C)NC(=O)C=3C=NC=CC3 |r| N-[trans-(7RS,9RS)-3-cyclopropyl-5-(2-methylpropylsulfamoyl)-9-(2-methylpropylsulfonylamino)-8,9-dihydro-7H-cyclopenta[h]isoquinolin-7-yl]pyridine-3-carboxamide